N,N'-diphenyl-N,N'-di-(p-butylphenyl)-1,4-diaminobenzene C1(=CC=CC=C1)N(C1=CC=C(C=C1)N(C1=CC=C(C=C1)CCCC)C1=CC=CC=C1)C1=CC=C(C=C1)CCCC